3-cyano-2-fluoro-N-(3-(oxazol-5-yl)-1H-indazol-5-yl)benzamide C(#N)C=1C(=C(C(=O)NC=2C=C3C(=NNC3=CC2)C2=CN=CO2)C=CC1)F